FC1=C(C(=C(C(=C1[B-](C1=C(C(=C(C(=C1F)F)F)F)F)(C1=C(C(=C(C(=C1F)F)F)F)F)C1=C(C(=C(C(=C1F)F)F)F)F)F)F)F)F.COC1=CC=C(C[N+](C2=CC=CC=C2)(C)C)C=C1 N-(p-methoxybenzyl)-N,N-dimethylanilinium tetrakis(pentafluorophenyl)borate